C(C)C(CC1C(=O)OC(C1)=O)(CC(CCC)C)CC(CCC)C 2-ethyl-4-methyl-2-(2-methylpentyl)-heptylsuccinic anhydride